CC1(NC(CC(C1)NC(C1=CC(C(=O)NC2CC(NC(C2)(C)C)(C)C)=CC=C1)=O)(C)C)C N,N'-bis-(2,2,6,6-tetramethyl-4-piperidinyl)isophthalamide